dicyclohexylmethyl terephthalate C(C1=CC=C(C(=O)[O-])C=C1)(=O)OC(C1CCCCC1)C1CCCCC1